tert-butyl 3-[2-(3-methylsulfonylpropanoyl)-7-[4-(trifluoromethyl)phenoxy]-3,4-dihydro-1H-isoquinolin-1-yl]pyrrolidine-1-carboxylate CS(=O)(=O)CCC(=O)N1C(C2=CC(=CC=C2CC1)OC1=CC=C(C=C1)C(F)(F)F)C1CN(CC1)C(=O)OC(C)(C)C